C(CC(C)C)NC1=NC(=NC=C1C(=O)N)NC=1C=NN(C1)C 4-(isopentylamino)-2-[(1-methyl-1H-pyrazol-4-yl)amino]pyrimidine-5-carboxamide